C(C)(C)(C)S(=O)C=1C=C(N)C=CC1 3-(tert-butylsulfinyl)aniline